5-(Benzylmethoxy)-4-methyl-[3,3'-bipyridine]-6-Carboxylic acid C(C1=CC=CC=C1)COC=1C(=C(C=NC1C(=O)O)C=1C=NC=CC1)C